C(C1=CC=CC=C1)OC(=O)N(C1CN(C1)C=1C=CC(=C(C(=O)OC)C1)C)C methyl 5-[3-[benzyloxycarbonyl (methyl) amino] azetidin-1-yl]-2-methyl-benzoate